C(C)N(C(C1=C(C=CC(=C1)F)OC1=C(N=CN=N1)N1CC2(CN(C2)[C@@H](C(C)C)CCCNC(=O)NC)CC1)=O)C(C)C (R)-N-ethyl-5-fluoro-N-isopropyl-2-((5-(2-(2-methyl-6-(3-methylureido)hexan-3-yl)-2,6-diazaspiro[3.4]octan-6-yl)-1,2,4-triazin-6-yl)oxy)benzamide